tert-butyl ((2S)-1-((1-(3,5-difluorophenyl)-3-(4-fluorophenyl)-2-methylpropan-2-yl)amino)-1-oxopropan-2-yl)carbamate FC=1C=C(C=C(C1)F)CC(CC1=CC=C(C=C1)F)(C)NC([C@H](C)NC(OC(C)(C)C)=O)=O